methyl (4R,5R)-2-((R)-1-(2-(2,5-dichlorobenzamido) acetamido)-3-methylbutyl)-5-(dimethylamino)-6-oxo-1,3,2-dioxaborinane-4-carboxylate ClC1=C(C(=O)NCC(=O)N[C@@H](CC(C)C)B2OC([C@@H]([C@@H](O2)C(=O)OC)N(C)C)=O)C=C(C=C1)Cl